O=C1NC(CCC1C1=CC(=C(C=C1)N1CCC2(CC(C2)C=O)CC1)F)=O 7-(4-(2,6-dioxopiperidin-3-yl)-2-fluorophenyl)-7-azaspiro[3.5]nonane-2-carbaldehyde